fluoroborane FB